CN(CC[C@@H](C(N(C)C)=O)NC(=O)C1=C(C=C2C=NN(C2=C1)CC(C)C)OC1=C(C=C(C=C1)F)F)C (S)-5-(2,4-difluorophenoxy)-1-isobutyl-1H-indazole-6-carboxylic acid (3-dimethylamino-1-dimethylcarbamoylpropyl) amide